p-cymene osmium (II) dichloride [Os](Cl)Cl.C1(=CC=C(C=C1)C)C(C)C